C(CCCCCCC\C=C\CC=CCCCCC)(=O)OC trans-methyl 9,12-octadecadienoate